3-(trifluoromethyl)azetidine, hydrochloride Cl.FC(C1CNC1)(F)F